benzyl 4-[8-[6-[2-(dimethylamino)ethoxy]-3-pyridyl]-2-methylsulfonyl-7-oxo-pyrido[2,3-d]pyrimidin-6-yl]-8-methyl-2,3-dihydroquinoxaline-1-carboxylate CN(CCOC1=CC=C(C=N1)N1C(C(=CC2=C1N=C(N=C2)S(=O)(=O)C)N2CCN(C1=C(C=CC=C21)C)C(=O)OCC2=CC=CC=C2)=O)C